6-phenyl-3-((7-((S)-2-phenylpyrrolidine-1-carbonyl)-7-azaspiro[4.5]dec-10-yl)methyl)pyrimidin-4(3H)-one C1(=CC=CC=C1)C1=CC(N(C=N1)CC1CCN(CC12CCCC2)C(=O)N2[C@@H](CCC2)C2=CC=CC=C2)=O